2-(2-methoxyphenyl)-1,2,3,4-tetrahydroquinoline COC1=C(C=CC=C1)C1NC2=CC=CC=C2CC1